BrC=1C(=NC(=NC1)NC1=CC(=C(C=C1OC)N1CCN(CC1)CC=1C(=C2CN(C(C2=CC1)=O)C1CNCCC1)F)C)NC=1C(=C2N=CC=NC2=CC1)P(=O)(OC)OC 3-(5-((4-(4-((5-bromo-4-((5-(dimethylphosphono)quinoxalin-6-yl)amino)pyrimidin-2-yl)amino)-5-methoxy-2-methylphenyl)piperazin-1-yl)methyl)-4-fluoro-1-oxoisoindoline-2-yl)piperidine